NC1=CC(=NC=C1)C1(COC1)O 3-(4-aminopyridin-2-yl)oxetan-3-ol